C(#N)N1C[C@]2(CC2C1)NC(C1=CC=C(C=C1)C1=C(C=NC=C1)SC1=CC=CC=C1)=O N-((1R)-3-cyano-3-azabicyclo[3.1.0]hexan-1-yl)-4-(3-(phenylthio)pyridin-4-yl)benzamide